O1COC2=C1C=CC(=C2)N2C(NN=C2C2=NC(=CC=C2)N2CCNCC2)=S 4-(Benzo[d][1,3]dioxol-5-yl)-5-(6-(piperazin-1-yl)pyridin-2-yl)-2,4-dihydro-3H-1,2,4-triazole-3-thione